(3S,4S)-N-(3-fluoro-2-methoxy-phenyl)-1-methyl-4-[1-methyl-5-(trifluoromethyl)pyrazol-4-yl]-2-oxo-pyrrolidin-3-carboxamide FC=1C(=C(C=CC1)NC(=O)[C@H]1C(N(C[C@@H]1C=1C=NN(C1C(F)(F)F)C)C)=O)OC